N,N'-(2,2'-dimethyl-[1,1'-biphenyl]-3,3'-diyl)bis(5-(((2-hydroxy-2-methylpropyl)amino)methyl)-4-methoxypicolinamide) CC1=C(C=CC=C1NC(C1=NC=C(C(=C1)OC)CNCC(C)(C)O)=O)C1=C(C(=CC=C1)NC(C1=NC=C(C(=C1)OC)CNCC(C)(O)C)=O)C